O=C1NC(CCC1C1=NN(C2=C(C=CC=C12)N1CCC(CC1)CN1[C@H](CN(CC1)C(=O)OC(C)(C)C)C)C)=O tert-butyl (3S)-4-((1-(3-(2,6-dioxopiperidin-3-yl)-1-methyl-1H-indazol-7-yl) piperidin-4-yl) methyl)-3-methylpiperazine-1-carboxylate